CCCCCCCCCCCCCCC(=O)O[C@H](COC(=O)CCCCCCC/C=C\CCCCC)COP(=O)([O-])OCC[N+](C)(C)C 1-(9Z-pentadecenoyl)-2-pentadecanoyl-glycero-3-phosphocholine